CN(C)CCN1N=CC(=C1)N N,N-dimethyl-2-(4-amino-1H-pyrazol-1-yl)ethylamin